B([O-])OB[O-] diboronate